ClC1=C(C(=O)N2CCN(CC2)C(C[N+](C)(C)C)=O)C=CC(=C1)NC(=O)C=1N(C(=CN1)C1=C(C(=C(C=C1)C=1C(=NNC1)C)F)F)C [2-[4-[2-chloro-4-[[5-[2,3-difluoro-4-(3-methyl-1H-pyrazol-4-yl)phenyl]-1-methyl-imidazole-2-carbonyl]amino]benzoyl]piperazin-1-yl]-2-oxo-ethyl]-trimethyl-ammonium